1-[(2-bromoquinoxalin-6-yl)methyl]-4-(4-propan-2-ylphenyl)-6-prop-2-ynoxyquinazolin-2-one BrC1=NC2=CC=C(C=C2N=C1)CN1C(N=C(C2=CC(=CC=C12)OCC#C)C1=CC=C(C=C1)C(C)C)=O